CC1=NN(C=C1)CC12CC3(C[C@@H](C[C@H](C1)C3)C2)C(=O)OCC2=CC=CC=C2 benzyl (1s,3r,5R,7S)-3-((3-methyl-1H-pyrazol-1-yl)methyl)adamantane-1-carboxylate